(3-butyl)p-phenylenediamine CCC(C)NC1=CC=C(C=C1)N